ClC1=NC=C(C(=C1)I)OC(C)C 2-chloro-4-iodo-5-isopropoxypyridine